C(N)(O)=O.C(N)(O)=O.C1=CC=CC=C1 benzene dicarbamate